N-(4-fluorophenyl)-2-[1-(5-methyl-1,2,4-oxadiazole-3-carbonyl)-1,2,3,4-tetrahydroquinolin-6-yl]propanamide FC1=CC=C(C=C1)NC(C(C)C=1C=C2CCCN(C2=CC1)C(=O)C1=NOC(=N1)C)=O